2-(bis(3-chloro-4,5-difluorophenyl)methyl)-5-methyl-4-(methylthio)-1-((2-(trimethylsilyl)ethoxy)methyl)-1H-imidazole ClC=1C=C(C=C(C1F)F)C(C=1N(C(=C(N1)SC)C)COCC[Si](C)(C)C)C1=CC(=C(C(=C1)F)F)Cl